NC1=C2N=CN(C2=NC(=N1)F)[C@H]1C[C@@H]([C@@](O1)(C#C)CO[P@](=O)(OC1=CC=CC=C1)N[C@@H](CC1=CC=CC=C1)C(=O)OCCCCCCCCCCCCCCCCCCCCC)O Henicosyl ((S)-(((2R,3S,5R)-5-(6-amino-2-fluoro-9H-purin-9-yl)-2-ethynyl-3-hydroxytetrahydrofuran-2-yl) methoxy)(phenoxy)phosphoryl)-L-phenylalaninate